(E)-4-(2-(1-(2-Cyanoethyl)-3-(trifluoromethyl)-1H-pyrazol-4-yl)phenyl)-6-(4-(dimethylamino)but-2-enoyl)-4,5,6,7-tetrahydrothieno[2,3-c]pyridine-2-carbonitrile C(#N)CCN1N=C(C(=C1)C1=C(C=CC=C1)C1C2=C(CN(C1)C(\C=C\CN(C)C)=O)SC(=C2)C#N)C(F)(F)F